N1(CCCC1)C[C@H]1C[C@@H](NC1)CONC(=O)[C@H]1N2C(N([C@H](CC1)C2)OS(=O)(=O)O)=O (2S,5R)-N-{[(2R,4S)-4-(Pyrrolidin-1-ylmethyl)-pyrrolidin-2-yl]methyloxy}-7-oxo-6-(sulfooxy)-1,6-diazabicyclo[3.2.1]octane-2-carboxamide